CC(OCCCC)OC\C=C\COC(OCCCC)C (E)-6,13-dimethyl-5,7,12,14-tetraoxaoctadeca-9-ene